tert-butyl (1R,4R,5S)-5-((7-bromo-6-(2-cyanoethyl)-8-fluoro-2-(methylthio)-3-((R)-3-(2-oxopyrazin-1(2H)-yl)but-1-yn-1-yl)quinolin-4-yl)amino)-2-azabicyclo[2.1.1]hexane-2-carboxylate BrC1=C(C=C2C(=C(C(=NC2=C1F)SC)C#C[C@@H](C)N1C(C=NC=C1)=O)N[C@H]1[C@H]2CN([C@@H]1C2)C(=O)OC(C)(C)C)CCC#N